methyl-(N-phenylcarbazole) CC1=CC=CC=2C3=CC=CC=C3N(C12)C1=CC=CC=C1